ClC1=CC2=C(C=N1)C(=C(N2C)C2=C(C=CC=C2OC)F)C 6-chloro-2-(2-fluoro-6-methoxyphenyl)-1,3-dimethylpyrrolo[3,2-c]pyridine